methyl (S)-5-(((benzyloxy)carbonyl)amino)-2-diazo-6-methoxy-3-oxohexanoate C(C1=CC=CC=C1)OC(=O)N[C@@H](CC(C(C(=O)OC)=[N+]=[N-])=O)COC